FC(C(=O)O)(F)F.NCC(CC=1N(C(NN1)=O)C1=CC(=CC=C1)Br)=C(F)F [2-(aminomethyl)-3,3-difluoro-allyl]-4-(3-bromophenyl)-1,2,4-triazol-3-one trifluoroacetate salt